BrCC(=O)C1=CC=C(S1)C1(CC2CCC(C1)N2C(=O)OC(C)(C)C)O tert-butyl 3-(5-(2-bromoacetyl)thiophen-2-yl)-3-hydroxy-8-azabicyclo[3.2.1]octane-8-carboxylate